C(C)(=O)OC1[C@H](OC(C)=O)[C@@](O)([C@](O)(CO1)OC)OC 1,2-Di-O-acetyl-3,4-dimethoxy-D-xylopyranose